(R)-3-(2-cyano-2-methylazetidine-1-carbonyl)-8-methoxy-N-(1-methyl-2-oxo-1,2-dihydropyridin-3-yl)-1-propyl-5,6-dihydropyrrolo[2,1-a]isoquinoline-9-carboxamide C(#N)[C@@]1(N(CC1)C(=O)C1=CC(=C2N1CCC1=CC(=C(C=C21)C(=O)NC=2C(N(C=CC2)C)=O)OC)CCC)C